C1(CC1)C1=NC=NC(=C1C1=NC(=C2NC=NC2=N1)NCC1=CC=C(C=C1)N1N=C(C=C1C(F)(F)F)C)OC 2-(4-cyclopropyl-6-methoxypyrimidin-5-yl)-N-(4-(3-methyl-5-(trifluoromethyl)-1H-pyrazol-1-yl)benzyl)-7H-purin-6-amine